NC1=C2C(=NC=N1)N(N=C2C2=C(C=C(C=C2)CNC(C2=C(C=CC=C2)OC)=O)OC)C2CCCC2 N-[[4-(4-amino-1-cyclopentyl-pyrazolo[3,4-d]pyrimidin-3-yl)-3-methoxy-phenyl]methyl]-2-methoxy-benzamide